NC1=C2C(=NC=N1)N(N=C2C2=CC=C(C=C2)OC2=CC=CC=C2)C2CCC(CC2)NC(CC2CNCCO2)=O N-(4-(4-amino-3-(4-phenoxyphenyl)-1H-pyrazolo[3,4-d]pyrimidin-1-yl)cyclohexyl)-2-morpholineacetamide